4-bromomethyl-5-methyl-1,3-dioxole BrCC=1OCOC1C